ClC=1C=CC(=C(C1)C1=NN(C=C1NC(=O)C=1C=NN2C1N=CC=C2)CC(=O)N(C)C(C)(C)C#N)OC N-(3-(5-chloro-2-methoxyphenyl)-1-(2-((2-cyanopropan-2-yl)(methyl)amino)-2-oxoethyl)-1H-pyrazol-4-yl)pyrazolo[1,5-a]pyrimidine-3-carboxamide